(1-((4-(cyclopropylamino)-3,4-dioxo-1-(2-oxopyrrolidin-3-yl)butan-2-yl)amino)-4-methyl-1-oxopentan-2-yl)carbamic acid 1,2-bis(3-chlorophenyl)-2,2-difluoroethyl ester ClC=1C=C(C=CC1)C(C(F)(F)C1=CC(=CC=C1)Cl)OC(NC(C(=O)NC(CC1C(NCC1)=O)C(C(=O)NC1CC1)=O)CC(C)C)=O